CS(=O)(=O)C1=CC=C(C=C1)C1CNC2=CC=CC=C2C1 3-(4-(methylsulfonyl)phenyl)-1,2,3,4-tetrahydroquinoline